3-(8-hydroxy-7-nitroquinolin-4-yl)-N-acryloylmorpholine OC=1C(=CC=C2C(=CC=NC12)C1N(CCOC1)C(C=C)=O)[N+](=O)[O-]